[2H]COC1=C(C=C(C=N1)C1=CC=C2C(=NNC2=C1)C(=O)NC)C(N[C@H](C)C1=C(C=CC=C1)C(F)(F)F)=O 6-[6-(deutero)methoxy-5-{[(1R)-1-[2-(trifluoromethyl)phenyl]-ethyl]carbamoyl}pyridin-3-yl]-N-methyl-1H-indazole-3-carboxamide